C(C)(C)(C)OC(=O)N1[C@@H](C[C@H](C1)NC(=O)C=1OC(=CN1)C1=CC(=CC=C1)C#N)CN1N=NC=C1 (2S,4R)-2-((1H-1,2,3-triazol-1-yl)methyl)-4-(5-(3-cyanophenyl)oxazole-2-carboxamido)pyrrolidine-1-carboxylic acid tert-butyl ester